6'-((5S)-1-(4-amino-7-fluoro-1-methyl-1H-pyrazolo[4,3-c]quinoline-8-carbonyl)-5-methylpiperidin-2-yl)-1',4'-dihydro-2'H-spiro[cyclopropane-1,3'-quinolin]-2'-one NC1=NC=2C=C(C(=CC2C2=C1C=NN2C)C(=O)N2C(CC[C@@H](C2)C)C=2C=C1CC3(C(NC1=CC2)=O)CC3)F